R-(-)-1,3-butanediol CC(CCO)O